methoxyimino-N,3-dimethyl-pent-3-enamide CON=C(C(=O)NC)C(=CC)C